5-[4-amino-5-(trifluoromethyl)pyrrolo[2,1-f][1,2,4]triazin-7-yl]-N-[(3R,4S)-4-fluoro-1-(2,2,2-trifluoroethanesulfonyl)pyrrolidin-3-yl]-2-methoxypyridine-3-carboxamide NC1=NC=NN2C1=C(C=C2C=2C=C(C(=NC2)OC)C(=O)N[C@@H]2CN(C[C@@H]2F)S(=O)(=O)CC(F)(F)F)C(F)(F)F